FC(C1=C(C=CC=C1)C=NO)(F)F N-[[2-(trifluoromethyl)phenyl]methylidene]-hydroxylamine